NC(CCN(NC([C@H](CC1CCCCC1)NC(OCC1=CC=CC=C1)=O)=O)C(CCl)=O)=O Benzyl N-[(1S)-2-[2-(3-amino-3-oxo-propyl)-2-(2-chloroacetyl)hydrazino]-1-(cyclohexylmethyl)-2-oxo-ethyl]carbamate